S1C(=CC=C1[2H])C1CNCCO1 2-(thiophene-2-yl-5-d)morpholine